O1CC(C1)CN1C=CN2N=CC(=C21)C(=O)N2CC1(C2)CC(C1)NC(=O)NC1=CC(=CC=C1)C(F)(F)F 1-(2-(1-(oxetan-3-ylmethyl)-1H-imidazo[1,2-b]pyrazole-7-carbonyl)-2-azaspiro[3.3]heptan-6-yl)-3-(3-(trifluoromethyl)phenyl)urea